2-((5-(5-(difluoromethyl)-1,3,4-oxadiazol-2-yl)pyridin-2-yl)methyl)-6-(2-fluorophenyl)-4,4-dimethylisoquinoline-1,3(2H,4H)-dione FC(C1=NN=C(O1)C=1C=CC(=NC1)CN1C(C2=CC=C(C=C2C(C1=O)(C)C)C1=C(C=CC=C1)F)=O)F